CN(CCCN=C=N)C 3-dimethylaminopropyl-carbodiimide